C(C1=CC=CC=C1)N1C(C=2N(C3=CC(=C(C=C13)F)C(=O)NC1=NC(=CC=C1)C1=NN=CN1C(C)C)C=NC2C2CC2)=O 5-benzyl-3-cyclopropyl-7-fluoro-N-[6-(4-isopropyl-4H-1,2,4-triazol-3-yl)pyridin-2-yl]-4-oxo-4,5-dihydroimidazo[1,5-a]quinoxaline-8-carboxamide